C[Si](C)(C)C(C)S(=O)(=O)N trimethylsilyl-ethanesulfonamide